methyl 2-benzyl-5-benzyloxy-3-oxo-7-phenyl-2-azabicyclo[4.1.0]hept-4-ene-7-carboxylate C(C1=CC=CC=C1)N1C2C(C2C(=CC1=O)OCC1=CC=CC=C1)(C(=O)OC)C1=CC=CC=C1